Cl.C1(CC1)C1CC(C1)N 3-cyclopropylcyclobutane-1-amine hydrochloride